C(C)(C)(C)NS(=O)(=O)C=1C=C(C=CC1)NC(C1=C(C=C(C=C1N1CCC2(CC2)CC1)S(NCC)(=O)=O)C)=O N-(3-(N-(tert-butyl)sulfamoyl)phenyl)-4-(ethylsulfamoyl)-2-methyl-6-(6-azaspiro[2.5]oct-6-yl)benzamide